CC(CC(C)C(CO)CCC(CC(C)(C)C)C)(C)C 2-(4,4-dimethyl-2-pentanyl)-5,7,7-trimethyl-1-octanol